The molecule is a carboxy-2-hydroxymuconate semialdehyde having the carboxy group at the 3-position. It is a conjugate acid of a 2-hydroxy-3-(3-oxoprop-1-enyl)but-2-enedioate. C(=C/C(=C(\\C(=O)O)/O)/C(=O)O)\\C=O